3-cyano-2-((1,2,3,4-tetrahydro-4aH-carbazol-4a-yl)methyl)benzoic acid C(#N)C=1C(=C(C(=O)O)C=CC1)CC12CCCCC2=NC2=CC=CC=C12